tert-butyl (S)-3-(2-((tert-butyl diphenylsilyl)oxy)ethyl)piperazine-1-carboxylate [Si](C1=CC=CC=C1)(C1=CC=CC=C1)(C(C)(C)C)OCC[C@H]1CN(CCN1)C(=O)OC(C)(C)C